Cl.C(C1=CC=CC=C1)OC(=O)NCCCCN N-Benzyloxycarbonyl-1,4-diaminobutane hydrochloride